4-((but-3-yn-2-yloxy)methyl)piperidine-1-carboxylic acid tert-butyl ester C(C)(C)(C)OC(=O)N1CCC(CC1)COC(C)C#C